N-(2-(2-(4-(2-(6,7-Dimethoxy-3,4-dihydroisoquinolin-2(1H)-yl)ethyl)phenyl)-2H-tetrazol-5-yl)-4,5-dimethoxyphenyl)-6-(1H-imidazol-1-yl)-4-oxo-4H-chromene-2-carboxamide COC=1C=C2CCN(CC2=CC1OC)CCC1=CC=C(C=C1)N1N=C(N=N1)C1=C(C=C(C(=C1)OC)OC)NC(=O)C=1OC2=CC=C(C=C2C(C1)=O)N1C=NC=C1